6-{7-methoxyimidazo[1,2-a]pyridin-3-yl}-N-{[5-(1-methyl-1H-pyrazol-4-yl)thiophen-2-yl]methyl}pyrimidin-4-amine COC1=CC=2N(C=C1)C(=CN2)C2=CC(=NC=N2)NCC=2SC(=CC2)C=2C=NN(C2)C